C1=CC=C(C=2SC3=C(C21)C=CC=C3)C3=CC=C(C=C3)B(O)O (4-(dibenzo[b,d]thiophen-4-yl)phenyl)boronic acid